COC1=CC=2N(C(C(=C(N2)C(F)(F)F)C=2C=NN(C2)CC#N)=O)C=C1 (4-(8-methoxy-4-oxo-2-(trifluoromethyl)-4H-pyrido[1,2-a]pyrimidin-3-yl)-1H-pyrazol-1-yl)acetonitrile